Cl.NCCN1C(=CC=2C(=NC=CC21)OCC(F)(F)F)C(=O)OC methyl 1-(2-aminoethyl)-4-(2,2,2-trifluoroethoxy)pyrrolo[3,2-c]pyridine-2-carboxylate hydrochloride